C(C)(C)(C)OC(=O)N1CC(CC1)C=1NC(C2=C(N1)C=CC(=N2)Cl)=O.C(C=C)(=O)OCCC[N+](CC)(CC)CC2=CC=CC=C2 [3-(acryloyloxy)propyl]benzyldiethylammonium tert-Butyl-3-(6-chloro-4-oxo-3H-pyrido[3,2-d]pyrimidin-2-yl)pyrrolidine-1-carboxylate